3-fluoro-2-hydroxy-5-(4,4,5,5-tetramethyl-1,3,2-dioxaborolane-2-yl)benzaldehyde FC=1C(=C(C=O)C=C(C1)B1OC(C(O1)(C)C)(C)C)O